N-[2-({N-[4-chloro-3-(trifluoromethyl)benzene-1-sulfonyl]-L-γ-glutamyl}amino)ethyl]-3-(1,3-thiazol-4-yl)-L-alanyl-N-(4-carboxyphenyl)-L-valinamide ClC1=C(C=C(C=C1)S(=O)(=O)N[C@@H](CCC(=O)NCCN[C@@H](CC=1N=CSC1)C(=O)N[C@@H](C(C)C)C(=O)NC1=CC=C(C=C1)C(=O)O)C(=O)O)C(F)(F)F